N-(4-(tert-Butyl)-5-hydroxy-2-(trimethylsilyl)phenyl)-4-oxo-1,4-dihydroquinoline-3-carboxamide C(C)(C)(C)C1=CC(=C(C=C1O)NC(=O)C1=CNC2=CC=CC=C2C1=O)[Si](C)(C)C